N-(7-(4,4-difluoropiperidin-1-yl)furo[2,3-c]pyridin-5-yl)-4-((1-hydroxy-2-methylpropan-2-yl)amino)-2-(6-azaspiro[2.5]octan-6-yl)benzamide FC1(CCN(CC1)C=1N=C(C=C2C1OC=C2)NC(C2=C(C=C(C=C2)NC(CO)(C)C)N2CCC1(CC1)CC2)=O)F